BrC=1C=C(C=C(C1)Br)CC(=O)O (3,5-Dibromophenyl)acetic acid